ClC1=C(C=CC=C1OC1COC1)C(CC)NCC=1C=CC(=NC1)C(=O)OC Methyl 5-(((1-(2-chloro-3-(oxetan-3-yloxy)phenyl)propyl)amino)methyl)picolinate